3-fluoro-5-iodo-N-(2,2,2-trifluoroethyl)aniline FC=1C=C(NCC(F)(F)F)C=C(C1)I